(S)-2-(9-(6-amino-4-methyl-3-(trifluoromethyl)pyridin-2-yl)-8-chloro-4-methyl-5,6-dihydro-4H-[1,4]oxazepino[5,6,7-de]quinazolin-5-yl)acetonitrile NC1=CC(=C(C(=N1)C=1C(=C2C=3C(=NC=NC3C1)N([C@H](CO2)CC#N)C)Cl)C(F)(F)F)C